6-Chloro-7-[(2R)-2-[[(3-chloropyridin-2-yl)oxy]methyl]pyrrolidin-1-yl]-1-[6-[3-(dimethyl-amino)azetidin-1-yl]pyridin-3-yl]-4-oxoquinoline-3-carboxylic acid ClC=1C=C2C(C(=CN(C2=CC1N1[C@H](CCC1)COC1=NC=CC=C1Cl)C=1C=NC(=CC1)N1CC(C1)N(C)C)C(=O)O)=O